2-methyl-N-(1-(1-methyl-2-oxo-1,2-dihydrobenzo[cd]indol-6-yl)cyclopropyl)benzamide CC1=C(C(=O)NC2(CC2)C=2C=3C4=C(C(N(C4=CC2)C)=O)C=CC3)C=CC=C1